O1C(=CC2=C1C=CC=C2)COC2=CC=CC(=N2)C2CCNCC2 4-(6-(benzofuran-2-ylmethoxy)pyridin-2-yl)piperidine